5-((2-(4-((4-ethoxy-3-(hydroxymethyl)benzyl)amino)butoxy)ethyl)amino)benzo[c][2,6]naphthyridine C(C)OC1=C(C=C(CNCCCCOCCNC2=NC3=C(C4=CN=CC=C24)C=CC=C3)C=C1)CO